(R)-N-(3,3-difluoro-1-(2-methoxyethyl)piperidin-4-yl)-5-(1-(1,3-difluoropropan-2-yl)-1H-benzo[d][1,2,3]triazol-6-yl)-4-methoxypyrrolo[2,1-f][1,2,4]triazin-2-amine FC1(CN(CC[C@H]1NC1=NN2C(C(=N1)OC)=C(C=C2)C=2C=CC1=C(N(N=N1)C(CF)CF)C2)CCOC)F